Cl.FC1=C(C(=CC=C1)F)C1=C(C=CC(=N1)C(=O)N)F 6-(2,6-difluorophenyl)-5-fluoropyridinecarboxamide monohydrochloride